4-(aminomethyl)-6-(5-(4-methoxyphenyl)-1-methyl-1H-pyrazol-4-yl)phthalazin-1(2H)-one NCC1=NNC(C2=CC=C(C=C12)C=1C=NN(C1C1=CC=C(C=C1)OC)C)=O